(2,4-dichlorophenoxy)acetate ClC1=C(OCC(=O)[O-])C=CC(=C1)Cl